ClC1=NC(=CC(=N1)NCC(CC)C1=CC=CC=C1)C 2-chloro-6-methyl-N-(2-phenylbutyl)pyrimidin-4-amine